6-(2-chlorophenyl)-5-ethynyl-8-methyl-2-[(4-{methyl[2-(methylamino)ethyl]amino}phenyl)amino]pyrido[2,3-d]pyrimidin-7-one ClC1=C(C=CC=C1)C1=C(C2=C(N=C(N=C2)NC2=CC=C(C=C2)N(CCNC)C)N(C1=O)C)C#C